Methyl (R)-2-((benzo[d]thiazol-5-ylmethyl)(3-methylbutan-2-yl)amino)-2-oxoacetate S1C=NC2=C1C=CC(=C2)CN(C(C(=O)OC)=O)[C@H](C)C(C)C